[1-(5-chloro-3-fluoropyridin-2-yl)ethyl]-3-(5-methyl-1,3-thiazol-2-yl)-5-[(3R)-tetrahydrofuran-3-ylmethoxy]benzamide ClC=1C=C(C(=NC1)C(C)C1=C(C(=O)N)C=C(C=C1C=1SC(=CN1)C)OC[C@H]1COCC1)F